N1=C(N=CC2=CC=CC=C12)NC1CCC(CC1)N(C(C)=O)C1=CC=C(C=C1)C=1C=CC(=NC1)OC1CCN(CC1)CC(=O)O 2-(4-((5-(4-(N-((1r,4r)-4-(quinazolin-2-ylamino)cyclohexyl)acetamido)phenyl)pyridin-2-yl)oxy)piperidin-1-yl)acetic acid